iodohippurate sodium C1=CC=C(C(=C1)C(=O)NCC(=O)[O-])I.[Na+]